FC1=CC=C2C=NC(=NC2=C1C=1C=C(C=CC1)NC(C=C)=O)NC1=CC=C(C=C1)NC1CNCC1 N-(3-(7-fluoro-2-((4-(pyrrolidin-3-ylamino)phenyl)amino)quinazolin-8-yl)phenyl)acrylamide